3-(4-(4-chloro-2-fluorophenyl)piperazin-1-yl)-1-methyl-1H-1,2,4-triazol-5-amine ClC1=CC(=C(C=C1)N1CCN(CC1)C1=NN(C(=N1)N)C)F